5-[2-(benzyloxy)ethyl]-3-[(2,5-difluorobenzyl)sulfanyl][1,2,4]triazolo[4,3-a]pyrimidin C(C1=CC=CC=C1)OCCC1=CC=NC=2N1C(=NN2)SCC2=C(C=CC(=C2)F)F